CN1CCN(CC1)C=1N=C(C2=C(N1)N(C=C2)CCCN2CCOCC2)NC2CCN(CC2)C 2-(4-methylpiperazin-1-yl)-N-(1-methylpiperidin-4-yl)-7-(3-morpholinopropyl)-7H-pyrrolo[2,3-d]pyrimidin-4-amine